Methyl 1-(3,5-dimethylbenzyl)-5-hydroxy-2-oxo-2,3-dihydro-1H-benzo[b]azepine-4-carboxylate CC=1C=C(CN2C3=C(C(=C(CC2=O)C(=O)OC)O)C=CC=C3)C=C(C1)C